C(C)(C)(C)OC(=O)C=1C=NN(C1)C1=CCC(CC1)CO 1-[4-(hydroxymethyl)cyclohexen-1-yl]Pyrazole-4-carboxylic acid tert-butyl ester